2-hydroxyethyl-trimethyl-ammonium acetate C(C)(=O)[O-].OCC[N+](C)(C)C